(S)-3-(5,5-difluoro-4-hydroxy-3-(trifluoromethyl)-5,6-dihydropyrrolo[b]pyrrol-1(4H)-yl)benzonitrile FC1([C@H](C2=C(N1)N(C=C2C(F)(F)F)C=2C=C(C#N)C=CC2)O)F